C(C)(C)(C)OC(=O)N1C[C@@H](CCC1)C[C@@H]1N=C(C(N=C1OC)C(C)C)OC (3S)-3-{[(2S)-5-isopropyl-3,6-dimethoxy-2,5-dihydropyrazin-2-yl]Methyl}piperidin-1-ylcarboxylic acid tert-butyl ester